C(#N)C1=C(C=NN1C)NC(=O)C1C(CCCC1)C(C1=CC=C(C=C1)C1=CC(=NN1C1OCCCC1)C)=O N-(5-cyano-1-methyl-1H-pyrazol-4-yl)-2-{4-[3-methyl-1-(tetrahydro-2H-pyran-2-yl)-1H-pyrazol-5-yl]benzoyl}cyclohexanecarboxamide